ClC=1C=C(C(=O)N(C(C)C2=NC=CN=C2C(=O)NNC)CC2CC2)C=C(C1)C(F)(F)F 3-Chloro-N-(cyclopropylmethyl)-N-(1-(3-(2-methylhydrazine-1-carbonyl)pyrazin-2-yl)ethyl)-5-(trifluoromethyl)benzamide